zinc oxalate C(C(=O)[O-])(=O)[O-].[Zn+2]